O=C1NC(CCC1N1C(C2=CC=C(C=C2C1=O)C1(CCN(CC1)C(=O)OCCCC)O)=O)=O butyl 4-[2-(2,6-dioxo-3-piperidyl)-1,3-dioxo-isoindolin-5-yl]-4-hydroxyl-piperidine-1-carboxylate